6-(4-chlorophenyl)-2-(2-chloro-pyrimidin-5-yl)pyrimidine-4-carboxylic acid ClC1=CC=C(C=C1)C1=CC(=NC(=N1)C=1C=NC(=NC1)Cl)C(=O)O